N-butyl-N-dodecylbenzenesulfonamide C(CCC)N(S(=O)(=O)C1=CC=CC=C1)CCCCCCCCCCCC